N-(3-chloro-4-fluorophenyl)-4-(5-hydroxy-5-(2-hydroxy-2-methylpropyl)-octahydropentalen-2-yl)-1-methyl-1H-imidazole-5-carboxamide ClC=1C=C(C=CC1F)NC(=O)C1=C(N=CN1C)C1CC2CC(CC2C1)(CC(C)(C)O)O